6-ethyl-N-(1H-indol-3-yl)-3,4-dihydro-isoquinoline-2(1H)-carboxamide C(C)C=1C=C2CCN(CC2=CC1)C(=O)NC1=CNC2=CC=CC=C12